tert-butyl N-(17-amino-3,6,9,12,15-pentaoxaheptadecan-1-yl)carbamate NCCOCCOCCOCCOCCOCCNC(OC(C)(C)C)=O